N-(2-hydroxycyclohexyl)-3-methylbenzenesulfonamide OC1C(CCCC1)NS(=O)(=O)C1=CC(=CC=C1)C